C(C)N([C@H]1[C@H](CCC1C)OC=1C=C2CN(C(C2=CC1)=O)C1C(NC(CC1)=O)=O)CC 3-(5-(((1s,2r)-2-(diethylamino)-3-methylcyclopentyl)oxy)-1-oxoisoindolin-2-yl)piperidine-2,6-dione